Cl.CC1C(C2=CC=CC=C2C1)N 2-methyl-2,3-dihydro-1H-inden-1-amine hydrochloride